tert-Butyl (2R,3S)-3-isopropyl-4-oxo-oxetane-2-carboxylate C(C)(C)[C@H]1[C@@H](OC1=O)C(=O)OC(C)(C)C